C1(CC1)C=1C=C(N(N1)C)OC=1C=C(C#N)C=CC1C1=NC=C(C=C1)CN1CCNCC1 3-(5-cyclopropyl-2-methylpyrazol-3-yl)oxy-4-[5-(piperazin-1-ylmethyl)pyridin-2-yl]benzonitrile